oxo-1-phenyl-5-(3-(trifluoromethyl)benzamido)-4,5,6,7-tetrahydro-1H-pyrazolo[3,4-b]pyridine-3-carboxamide O=C1C2=C(NCC1NC(C1=CC(=CC=C1)C(F)(F)F)=O)N(N=C2C(=O)N)C2=CC=CC=C2